FC=1C(=C(C(=O)O)C=CC1SC1=CC=CC=C1)C=O 3-fluoro-2-formyl-4-(phenylthio)benzoic acid